(1R,2S,5S)-N-[(8S)-8-cyano-6,7-dihydro-5H-isoquinolin-8-yl]-3-[(2S)-3,3-dimethyl-2-[(2,2,2-trifluoroacetyl)amino]butanoyl]-6,6-dimethyl-3-azabicyclo[3.1.0]hexane-2-carboxamide C(#N)[C@@]1(CCCC=2C=CN=CC12)NC(=O)[C@@H]1[C@H]2C([C@H]2CN1C([C@H](C(C)(C)C)NC(C(F)(F)F)=O)=O)(C)C